BrC=1N=C2OCCN2C1 6-bromo-2,3-dihydroimidazo[2,1-b]oxazole